C(C)C=1C=NC=CC1C(=O)NC=1C=C2CCC(NC2=CC1F)=O 3-ethyl-N-(7-fluoro-2-oxo-3,4-dihydro-1H-quinolin-6-yl)pyridine-4-carboxamide